6-cyclopropylpyridin-2-yl-piperazine-1-carboxylic acid tert-butyl ester C(C)(C)(C)OC(=O)N1C(CNCC1)C1=NC(=CC=C1)C1CC1